acrylamido-5-bromo-2-methyl-N-((1-methyl-3-oxo-2,3,5,6,7,8-hexahydroisoquinolin-4-yl)methyl)benzamide 3-hexenyl-tiglate C(CC=CCC)OC(\C(\C)=C\C)=O.C(C=C)(=O)NC=1C(=C(C(=O)NCC=2C(NC(=C3CCCCC23)C)=O)C=C(C1)Br)C